C(CC(O)(C(=O)[O-])CC(=O)[O-])(=O)[O-].CC=1C=C(C=NC1C)[C@H]1[NH+](CCC1)C.CC=1C=C(C=NC1C)[C@H]1[NH+](CCC1)C.CC=1C=C(C=NC1C)[C@H]1[NH+](CCC1)C (2S)-2-(5,6-dimethylpyridin-3-yl)-1-methylpyrrolidin-1-ium citrate